tert-butyl (S)-(1-(2H-1,2,3-triazol-2-yl)propan-2-yl)carbamate N=1N(N=CC1)C[C@H](C)NC(OC(C)(C)C)=O